3-pyridineboronic acid N1=CC(=CC=C1)B(O)O